ClC1=[N+](C=CC(=C1)C(=O)N1CCN(CC1)[C@H](C(=O)NC1=NC=C(C=C1)OC1=CC=C(C=C1)F)C)[O-] (S)-2-chloro-4-(4-(1-((5-(4-fluorophenoxy)pyridin-2-yl)amino)-1-oxopropan-2-yl)piperazine-1-carbonyl)pyridine 1-oxide